[Na+].OCCCCCCCCCC(=O)[O-] 10-hydroxy-decanoic acid sodium salt